FC1=CC=C(C=C1)N(C1=CC=C(C=C1)F)C1N(CCCC1)C(=O)[O-] (bis(4-fluorophenyl)amino)piperidine-1-carboxylate